C(CCCCCCCCCCC)SC(=S)SC(C(=O)O)(C)C 2-(dodecyl-thio-thiocarbonylthio)-2-methylpropanoic acid